N-(5-(3-methoxy-1-methyl-1H-pyrazol-4-yl)-4-((4-methyl-6-(methylsulfonyl)pyridin-2-yl)amino)pyridin-2-yl)acetamide COC1=NN(C=C1C=1C(=CC(=NC1)NC(C)=O)NC1=NC(=CC(=C1)C)S(=O)(=O)C)C